(R)-5-fluoro-2,3-dimethyl-4-(1,2,3,4-tetrahydroisoquinolin-5-yl)-1H-indole-7-carboxamide FC=1C(=C2C(=C(NC2=C(C1)C(=O)N)C)C)C1=C2CCNCC2=CC=C1